(1R,3S)-3-(3-(2-(3-formyl-2-hydroxyphenoxy) acetamido)-1H-pyrazol-5-yl)cyclopentyl isopropylcarbamate C(C)(C)NC(O[C@H]1C[C@H](CC1)C1=CC(=NN1)NC(COC1=C(C(=CC=C1)C=O)O)=O)=O